tert-butyl (8-(4-(bis(4-fluorophenyl)methyl)piperazin-1-yl)-5-methyl-7-nitro-6-oxo-5,6-dihydro-1,5-naphthyridin-2-yl)carbamate FC1=CC=C(C=C1)C(N1CCN(CC1)C1=C(C(N(C=2C=CC(=NC12)NC(OC(C)(C)C)=O)C)=O)[N+](=O)[O-])C1=CC=C(C=C1)F